N1CNC2NC(C=3C(=NC=4C=CCC(C4C3)=O)N21)=O tetrahydro-[1,2,4]triazolo[5',1':2,3]pyrimido[4,5-b]quinoline-5,7(4H,8H)-dione